BrC1=CC=C(C2=C1OCCO2)CO (8-bromo-2,3-dihydrobenzo[1,4]dioxin-5-yl)methanol